ClC1=C(C(=O)N[C@H](C(=O)O)CC2=CC=C(C=C2)N2C(C3(C4=CC(=CC=C24)N(C)C)CC3)=O)C(=CC=C1)F (S)-2-(2-chloro-6-fluorobenzoylamino)-3-(4-(5'-(dimethylamino)-2'-oxospiro[cyclopropane-1,3'-indoline]-1'-yl)phenyl)propionic acid